benzyl (2-(2-(4-fluorophenyl)-6-(((1R,5S,6s)-3-(3-(5-fluorothiazol-4-yl)-1-methyl-1H-pyrazole-5-carbonyl)-3-azabicyclo[3.1.0]hexan-6-yl)oxy)pyridin-4-yl)propan-2-yl)carbamate FC1=CC=C(C=C1)C1=NC(=CC(=C1)C(C)(C)NC(OCC1=CC=CC=C1)=O)OC1[C@@H]2CN(C[C@H]12)C(=O)C1=CC(=NN1C)C=1N=CSC1F